NC1=C2C(=NC=N1)N(N=C2C2=CC=C(C=C2)OC2=CC=CC=C2)[C@H]2CN(CCC2)C(=O)N2CCN(CC2)CCN2CCN(CC2)C=2C=C1CN(C(C1=CC2)=O)C2C(NC(CC2)=O)=O 3-(5-(4-(2-(4-((R)-3-(4-amino-3-(4-phenoxyphenyl)-1H-pyrazolo[3,4-d]pyrimidin-1-yl)piperidine-1-carbonyl)piperazin-1-yl)ethyl)piperazin-1-yl)-1-oxoisoindolin-2-yl)piperidine-2,6-dione